1,1,3-trimethyl-1H-benzo[E]indol-3-ium CC1(C=[N+](C=2C=CC3=C(C12)C=CC=C3)C)C